tert-butyl (S)-1-(1-(2-bromo-6-methoxy-5-(3-methoxypropoxy)pyridin-3-yl)-3-methylbutan-2-yl)-4-oxo-1,4-dihydropyridine-3-carboxylate BrC1=NC(=C(C=C1C[C@@H](C(C)C)N1C=C(C(C=C1)=O)C(=O)OC(C)(C)C)OCCCOC)OC